2-(4-chloro-2-methoxyphenoxy)-4-(perfluoroethyl)-N-(3-sulfamylphenyl)benzamide ClC1=CC(=C(OC2=C(C(=O)NC3=CC(=CC=C3)S(N)(=O)=O)C=CC(=C2)C(C(F)(F)F)(F)F)C=C1)OC